CC1=NC(=CC(=C1)C1=C(N=CC(=N1)C(=O)N)C1=CC=C(C=C1)F)C 6-(2,6-dimethylpyridin-4-yl)-5-(4-fluorophenyl)pyrazine-2-carboxamide